[N+](=O)([O-])C1=C(N)C=CC(=C1)B1OC(C(O1)(C)C)(C)C 2-nitro-4-(4,4,5,5-tetramethyl-1,3,2-dioxaborolan-2-yl)Aniline